BrC=1C=C(C=CC1)C1=CC(=CC=C1)B(O)O (3'-bromo-[1,1'-biphenyl]-3-yl)boronic acid